(R)-6-(1-(2-(2-methoxyphenyl)-2-((tetrahydro-2H-pyran-4-yl)oxy)ethyl)-5-methyl-2,4-dioxo-6-(prop-1-yn-1-yl)-1,4-dihydrothieno[2,3-d]pyrimidin-3(2H)-yl)pyridine-2-carboxylic acid COC1=C(C=CC=C1)[C@H](CN1C(N(C(C2=C1SC(=C2C)C#CC)=O)C2=CC=CC(=N2)C(=O)O)=O)OC2CCOCC2